ClC1=C(C=C(C(=C1)F)[N+](=O)[O-])CCO 2-(2-chloro-4-fluoro-5-nitrophenyl)ethan-1-ol